O=C1NC(CCC1N1C(C2=CC=C(C=C2C1)CNC(C(C1(CCCC1)O)(F)F)=O)=O)=O N-((2-(2,6-dioxopiperidin-3-yl)-1-oxoisoindolin-5-yl)methyl)-2,2-difluoro-2-(1-hydroxycyclopentyl)acetamide